OC1CCC(CC1)COC1=C(C=C(C=C1)S(=O)(=O)NC(C1=CC=CC=C1)=O)[N+](=O)[O-] N-((4-((4-hydroxycyclohexyl)methoxy)-3-nitrophenyl)sulfonyl)benzamide